4-chloro-6-[rac-(3S)-4-(4-amino-1,3-dihydrofuro[3,4-c]quinoline-8-carbonyl)morpholin-3-yl]pyridine-3-carbonitrile ClC1=C(C=NC(=C1)[C@@H]1N(CCOC1)C(=O)C1=CC=2C3=C(C(=NC2C=C1)N)COC3)C#N |r|